7-nitro-2-phenyl-1H-indole [N+](=O)([O-])C=1C=CC=C2C=C(NC12)C1=CC=CC=C1